CN1CCN(CC1)C=1C=CC=2N(C1)C(=CN2)C(=O)N2CC1=C(CC2)C(=CS1)C(=O)NC=1C=NC=C(C1)C(F)(F)F 6-(6-(4-methylpiperazin-1-yl)imidazo[1,2-a]pyridine-3-carbonyl)-N-(5-(trifluoromethyl)pyridin-3-yl)-4,5,6,7-tetrahydrothieno[2,3-c]pyridine-3-carboxamide